1,5-pentanediol sebacate C(CCCCCCCCC(=O)O)(=O)O.C(CCCCO)O